C(C)(C)(C)OC1=NC(=CC(=C1)C=1C(=NC=CC1)C(F)(F)F)B1OC(C(O1)(C)C)(C)C 2'-(tert-butoxy)-6'-(4,4,5,5-tetramethyl-1,3,2-dioxaborolan-2-yl)-2-(trifluoromethyl)-3,4'-bipyridine